5-chloro-N-(3-(2-chlorophenyl)-1-oxo-1-(6-oxo-1,6-dihydropyridin-3-yl)propan-2-yl)-1H-indole-2-carboxamide ClC=1C=C2C=C(NC2=CC1)C(=O)NC(C(C1=CNC(C=C1)=O)=O)CC1=C(C=CC=C1)Cl